C(C1=CC=CC=C1)OC(=O)N1CCC(=C[C@H]1C1=CC=C(C=C1)C(=O)OC)C=1C=NC=CC1 (S)-6'-(4-(methoxycarbonyl)phenyl)-3',6'-dihydro-[3,4'-bipyridine]-1'(2'H)-carboxylic acid benzyl ester